7-(2-Methyl-2H-1,2,3-triazol-4-yl)-2-((2,2,6,6-tetramethylpiperidin-4-yl)oxy)-5H-isochromeno[3,4-d]thiazole CN1N=CC(=N1)C=1C=CC2=C(C1)COC=1N=C(SC12)OC1CC(NC(C1)(C)C)(C)C